(S)-N-benzyl-6-methoxy-2,3-dihydro-1H-inden-1-amine hydrochloride Cl.C(C1=CC=CC=C1)N[C@H]1CCC2=CC=C(C=C12)OC